ethyl (S)-6-(2-((((9H-fluoren-9-yl) methoxy) carbonyl) amino) propionamido)-4-oxo-1,4-dihydroquinoline-3-carboxylate C1=CC=CC=2C3=CC=CC=C3C(C12)COC(=O)N[C@H](C(=O)NC=1C=C2C(C(=CNC2=CC1)C(=O)OCC)=O)C